FC(C1=C(C=CC(=C1)[N+](=O)[O-])[N+](=O)[O-])(F)F 2-trifluoromethyl-1,4-dinitrobenzene